C1[C@@H]([C@H]([C@@H](O[C@@]1(C(=O)[O-])OP(=O)([O-])OC[C@@H]2[C@H]([C@H]([C@@H](O2)N3C=CC(=NC3=O)N)O)O)[C@@H]([C@@H](CO)O)O)O)O The molecule is a nucleotide-sugar oxoanion obtained by deprotonation of the carboxylic acid and phosphate functions of CMP-3-deoxy-D-glycero-beta-D-galacto-nonulosonic acid; major species at pH 7.3. It is a conjugate base of a CMP-3-deoxy-D-glycero-beta-D-galacto-nonulosonic acid.